methyl 3-[(4-tert-butylphenyl)methylsulfanyl]-4-methoxy-5-(trifluoromethyl)benzoate C(C)(C)(C)C1=CC=C(C=C1)CSC=1C=C(C(=O)OC)C=C(C1OC)C(F)(F)F